1-({6-[(4,5-Diphenyl-1-imidazolinyl)methyl]-2-pyridyl}methyl)-4,5-diphenylimidazoline C1(=CC=CC=C1)C1NC(=NC1C1=CC=CC=C1)CC1=CC=CC(=N1)CN1C=NC(C1C1=CC=CC=C1)C1=CC=CC=C1